N-(4-(4-amino-7-methyl-5-phenyl-7H-pyrrolo[2,3-d]pyrimidin-6-yl)phenyl)methacrylamide NC=1C2=C(N=CN1)N(C(=C2C2=CC=CC=C2)C2=CC=C(C=C2)NC(C(=C)C)=O)C